CC1(CN(C1)CC(=O)NC=1C=CC(=NC1)C)C 5-(2-(3,3-dimethylazetidin-1-yl)acetamido)-2-methylpyridin